C(C)C1=NC(=CC=C1C1CCCC(O1)CC(=O)OC)C=1N=NN(C1CO)C[Si](C)(C)C methyl 2-(6-(2-ethyl-6-(5-(hydroxymethyl)-1-((trimethylsilyl)methyl)-1H-1,2,3-triazol-4-yl)pyridin-3-yl)tetrahydro-2H-pyran-2-yl)acetate